COC(=O)C1=C(SC(=C1)I)OC.CC=1C=C(C=CC1[N+](=O)[O-])NC(C)=O N-(3-methyl-4-nitrophenyl)acetamide methyl-5-iodo-2-methoxythiophene-3-carboxylate